C(C)(C)(C)OC(=O)N1C[C@@H](CCC1)C1=CN=C2C(=N1)N=C(C=C2C=C)Cl.CNC(C2=C(C=CC=C2)SC2=CC=C1C(=NNC1=C2)\C=C\C2=NC=CC=C2)=O N-methyl-2-[[3-[(E)-2-pyridin-2-ylvinyl]-1H-indazol-6-yl]thio]benzamide tert-butyl-(3R)-3-(6-chloro-8-vinyl-pyrido[2,3-b]pyrazin-3-yl)piperidine-1-carboxylate